OC1(CN(C1)C(=O)OC(C)(C)C)[C@@H](C)NC(=O)C1=CC2=CC=CC(=C2C=C1)OC1=CC=C(C=C1)C(F)(F)F tert-butyl (R)-3-hydroxy-3-(1-(5-(4-(trifluoromethyl)phenoxy)-2-naphthamido)ethyl)azetidine-1-carboxylate